3-bromo-1-(4-methoxyphenyl)propan-1-one BrCCC(=O)C1=CC=C(C=C1)OC